O[C@@H]1[C@H](O[C@H]([C@@]12CCS2)N2C(NC(C=C2)=O)=O)CO 1-((4R,5R,7R,8R)-8-hydroxy-7-(hydroxymethyl)-6-oxa-1-thiaspiro[3.4]octan-5-yl)pyrimidine-2,4(1H,3H)-dione